ClC1=NC=C2N(C(N(C2=N1)CC1=CC=C(C=C1)C=1SC=C(N1)C(F)(F)F)=N)C 2-chloro-7-methyl-9-(4-(4-(trifluoromethyl)thiazol-2-yl)benzyl)-7,9-dihydro-8H-purin-8-imine